(R)-3-Aminobutanamide hydrochloride hydrochloride HCl Cl.Cl.Cl.N[C@@H](CC(=O)N)C